Cl.F[C@@H]1C[C@H](NC1)C(=O)NC1=NC(=CN=C1)C(F)(F)F (2S,4R)-4-fluoro-N-(6-(trifluoromethyl)pyrazin-2-yl)pyrrolidine-2-carboxamide hydrochloride